ClCC\C=C/CC (Z)-chlorohex-3-ene